P(=O)(O)(O)O.C1(=CC=CC=C1)C=1C(=C(C(=CC1)C)C)C1=CC=CC=C1 diphenyl-(xylene) phosphate